2-methyl-3,6-dihydropyridine-1(2H)-carboxylic acid tert-butyl ester C(C)(C)(C)OC(=O)N1C(CC=CC1)C